FC(C1=CC=C(C=N1)C=1C=C(C(N(N1)C1=CC(=CC=C1)F)=O)C(=O)N[C@@H](C(F)(F)F)CO)F 6-[6-(Difluoromethyl)pyridin-3-yl]-2-(3-fluorophenyl)-3-oxo-N-[(2R)-1,1,1-trifluoro-3-hydroxypropan-2-yl]-2,3-dihydropyridazine-4-carboxamide